NC(C#N)CC1=NC=C(C=C1)C=1C=CC2=C(N(C(O2)=O)C)C1 2-amino-3-(5-(3-methyl-2-oxo-2,3-dihydrobenzo[d]oxazol-5-yl)pyridin-2-yl)propionitrile